CC1=NNC=2C1=C1C=3CCCCC3C(=NC1=CC2)C2=CC=C(C#N)C=C2 4-(1-methyl-8,9,10,11-tetrahydro-3H-pyrazolo[4,3-a]phenanthridin-7-yl)benzonitrile